FC(OC=1C=C(CN2N=C(C=C2)C(=O)O)C=CC1)(F)F 1-(3-(trifluoromethoxy)benzyl)-1H-pyrazole-3-carboxylic acid